CC1=NN=C(O1)C1=CC=C(C=C1)COC1CC2(C(N3[C@H](O2)CC[C@H]3C3=NC=CN=C3)=O)C1 (5'S,7a'R)-3-{[4-(5-methyl-1,3,4-oxadiazol-2-yl)phenyl]methoxy}-5'-(pyrazin-2-yl)tetrahydro-3'H-spiro[cyclobutane-1,2'-pyrrolo[2,1-b][1,3]oxazol]-3'-one